C(C=C)(=O)OC(C)CC s-butyl acrylate